3-((((3R,5R)-3-butyl-3-ethyl-7-(methoxy)-1,1-dioxo-5-phenyl-2,3,4,5-tetrahydro-1,4-benzothiazepin-8-yl)methyl)amino)glutaric acid C(CCC)[C@@]1(CS(C2=C([C@H](N1)C1=CC=CC=C1)C=C(C(=C2)CNC(CC(=O)O)CC(=O)O)OC)(=O)=O)CC